(4-((5-fluoro-2-methoxybenzamido)methyl)phenyl)-4-((1,1,1-trifluoropropan-2-yl)oxy)-1H-pyrazolo[4,3-c]pyridine-7-carboxamide FC=1C=CC(=C(C(=O)NCC2=CC=C(C=C2)N2N=CC=3C(=NC=C(C32)C(=O)N)OC(C(F)(F)F)C)C1)OC